6-chloro-2-((4-(5-ethylpyrimidin-4-yl)piperazin-1-yl)methyl)-1H-benzo[d]imidazole ClC=1C=CC2=C(NC(=N2)CN2CCN(CC2)C2=NC=NC=C2CC)C1